BrC1=CC(=C2NC(C=3N(C2=C1OC)C(=NN3)C3CC3)(C)C)F 8-bromo-1-cyclopropyl-6-fluoro-9-methoxy-4,4-dimethyl-4,5-dihydro-[1,2,4]triazolo[4,3-a]quinoxaline